C(#N)C=1N=CC(=NC1)NC1=CC(=C(N=N1)C(=O)N)NCC1CNCCC1 6-(5-cyanopyrazin-2-ylamino)-4-(piperidin-3-ylmethylamino)pyridazine-3-carboxamide